2-bromo-13,13-dimethyl-6H-indeno[1,2-b]anthracene-6,11(13H)-dione BrC=1C=C2C(C=3C(=CC=4C(C=5C=CC=CC5C(C4C3)=O)=O)C2=CC1)(C)C